2,2-dimethylol-1,3-propylene glycol C(O)C(CO)(CO)CO